O1CCCC=C1C1=NN2C(N(C(=C(C2=O)N2CCNCC2)CC)CC(=O)NC2=CC=C(C=C2)C(F)(F)F)=N1 2-(2-(3,4-dihydro-2H-pyran-6-yl)-5-ethyl-7-oxo-6-(piperazin-1-yl)-[1,2,4]triazolo[1,5-a]pyrimidin-4(7H)-yl)-N-(4-(trifluoromethyl)phenyl)acetamide